1,4,5-Trimethyl-3-nitro-pyrazole CN1N=C(C(=C1C)C)[N+](=O)[O-]